(2R,4R)-1-(3-chloro-2-fluorobenzyl)-4-((6-cyclobutyl-5-fluoro-2-((5-methyl-1H-pyrazol-3-yl)amino)-pyrimidin-4-yl)methyl)-2-methylpiperidine-4-carboxylic acid ClC=1C(=C(CN2[C@@H](C[C@@](CC2)(C(=O)O)CC2=NC(=NC(=C2F)C2CCC2)NC2=NNC(=C2)C)C)C=CC1)F